FC=1C=C(C=C(C1)F)[C@@H]1CCC2=NN(C(N21)=O)[C@@H]2C[C@H](C2)OC2=NC(=NC=C2)C#N 4-({trans-3-[(5S)-5-(3,5-difluorophenyl)-3-oxo-6,7-dihydro-3H-pyrrolo[2,1-c][1,2,4]triazol-2(5H)-yl]cyclobutyl}oxy)pyrimidine-2-carbonitrile